FC(C(C(F)(F)F)OC(=O)N1CCC2(CCCN2CC2=C(C=C(C=C2)C(F)(F)F)N2CCC(CC2)N2[C@@H](CCC2)C(=O)O)CC1)(F)F (1-(2-((8-(((1,1,1,3,3,3-Hexafluoropropan-2-yl)oxy)carbonyl)-1,8-diazaspiro[4.5]decan-1-yl)methyl)-5-(trifluoromethyl)phenyl)piperidin-4-yl)proline